ClC1=CC=C(C=C1)C=1OC2=C(N1)C(=CC(=C2)C=2C1=CC=CC=C1C=1C=CC=CC1C2)C=2C1=CC=CC=C1C=1C=CC=CC1C2 2-(4-chloro-phenyl)-4,6-bis(phenanthren-9-yl)-benzoxazole